16-(benzyloxy)-2-(14-(benzyloxy)-14-oxotetradecyl)-2-((benzyloxy)carbonyl)-16-oxohexadecanoic acid C(C1=CC=CC=C1)OC(CCCCCCCCCCCCCC(C(=O)O)(C(=O)OCC1=CC=CC=C1)CCCCCCCCCCCCCC(=O)OCC1=CC=CC=C1)=O